N1N=CC(=C1)C1=CC=C2C(=N1)SC(=N2)NC2=NC=CC(=C2)N2CCN(CC2)CCC(F)(F)F 5-(1H-pyrazol-4-yl)-N-(4-(4-(3,3,3-trifluoropropyl)piperazin-1-yl)pyridin-2-yl)thiazolo[5,4-b]pyridin-2-amine